3-(5-(4-fluoro-5-methylisoindoline-2-carbonyl)-1-oxoisoindolin-2-yl)piperidine FC1=C2CN(CC2=CC=C1C)C(=O)C=1C=C2CN(C(C2=CC1)=O)C1CNCCC1